3,4-difluoro-2-(2-fluoro-4-iodoanilino)-5-[3-fluoro-2-(methylsulfamoylamino)pyridin-4-yl]oxybenzamide FC=1C(=C(C(=O)N)C=C(C1F)OC1=C(C(=NC=C1)NS(NC)(=O)=O)F)NC1=C(C=C(C=C1)I)F